4-(2-chloro-7-(4-chloro-1-methyl-1H-pyrazol-5-yl)thieno[3,2-d]Pyrimidin-4-yl)-3-methylmorpholine ClC=1N=C(C2=C(N1)C(=CS2)C2=C(C=NN2C)Cl)N2C(COCC2)C